tert-butyl (3-methyl-4-((3-methylbenzo[c]isoxazol-6-yl)oxy)phenyl)carbamate CC=1C=C(C=CC1OC=1C=CC=2C(=NOC2C)C1)NC(OC(C)(C)C)=O